tert-Butyl 4-(((2S,4R)-2-(3-amino-4-(methoxycarbonyl)phenyl)-4-ethoxypiperidin-1-yl)methyl)-5-methoxy-7-methyl-1H-indole-1-carboxylate NC=1C=C(C=CC1C(=O)OC)[C@H]1N(CC[C@H](C1)OCC)CC1=C2C=CN(C2=C(C=C1OC)C)C(=O)OC(C)(C)C